NC=1N=C(SC1C(=O)C=1C=NC(=CC1)N1CCC(CC1)C(F)(F)F)N(C1=CC=C(C=C1)F)C(C(=O)N)C (N-[4-Amino-5-[6-[4-(trifluoromethyl)-1-piperidyl]pyridin-3-carbonyl]thiazol-2-yl]-4-fluoroanilino)propanamid